C(C)(C)(C)OC(NC1=C(C=CC(=C1)N1CCC(CC1)N(CCCSC)C)N)=O tert-butyl(2-amino-5-(4-(methyl(3-(methylthio)propyl)amino)piperidin-1-yl)phenyl)carbamate